N-{3-[2-(methylamino)quinolin-7-yl]phenyl}prop-2-enamide CNC1=NC2=CC(=CC=C2C=C1)C=1C=C(C=CC1)NC(C=C)=O